8-((1S,3S)-3-(3,4-difluorophenyl)-2,2-difluorocyclopropyl)-6-(2,4-dimethoxypyrimidin-5-yl)imidazo[1,2-b]pyridazine FC=1C=C(C=CC1F)[C@H]1C([C@@H]1C=1C=2N(N=C(C1)C=1C(=NC(=NC1)OC)OC)C=CN2)(F)F